2-(2-(4-(1-methyl-1H-indazol-4-yl)indoline-1-carbonyl)-6,7-dihydrothiazolo[5,4-c]pyridin-5(4H)-yl)acetic acid CN1N=CC2=C(C=CC=C12)C1=C2CCN(C2=CC=C1)C(=O)C=1SC=2CN(CCC2N1)CC(=O)O